O=S1CC2=C(C(C3=C1C=CC=C3)=C3CCN(CC3)C(=O)C=3C1=C(C=NC3)C=CN1)C=CC=C2 [4-(5-oxo-6H-benzo[c][1]benzothiepin-11-ylidene)-1-piperidyl]-(1H-pyrrolo[3,2-c]pyridin-7-yl)methanone